C(=O)O.OCCNC(=O)N1CC2CNC(C1)C(C2)(C)C N-(2-hydroxyethyl)-9,9-dimethyl-3,6-diazabicyclo[3.2.2]nonane-3-carboxamide (formate)